methyl-2-methyl-3,4-dihydropyrimidin-4-one CN1C(=NC=CC1=O)C